7-bromo-4-{[3-(difluoromethyl)phenyl]methyl}-6-fluoro-2-methyl-2H-1,4-benzoxazin-3-one BrC1=CC2=C(N(C(C(O2)C)=O)CC2=CC(=CC=C2)C(F)F)C=C1F